tert-Butyl 4-(2-formylphenyl)piperidine-1-carboxylate C(=O)C1=C(C=CC=C1)C1CCN(CC1)C(=O)OC(C)(C)C